CC(C(CCC)N)N hexane-2,3-diamine